4,5-dicyano-2-pentafluoroethyl-imidazole C(#N)C=1N=C(NC1C#N)C(C(F)(F)F)(F)F